2-(4-(bis(2-chloroethyl)amino)phenyl)butyramide ClCCN(C1=CC=C(C=C1)C(C(=O)N)CC)CCCl